BrC=1C(=C2C3(C(N(C(C2=CC1)=O)CC(=O)NC1=NC=C(C=N1)F)=O)CC3)F 2-(6'-Bromo-5'-fluoro-1',3'-dioxospiro[cyclopropane-1,4'-isoquinoline]-2'-yl)-N-(5-fluoropyrimidin-2-yl)acetamide